8-(2,3,6-trifluorophenyl)-1,4-dioxaspiro[4.5]decane FC1=C(C(=CC=C1F)F)C1CCC2(OCCO2)CC1